3-Amino-8-(5-chloro-2-methoxyphenyl)-N-propylimidazo[1,2-a]pyridine-2-carboxamide NC1=C(N=C2N1C=CC=C2C2=C(C=CC(=C2)Cl)OC)C(=O)NCCC